tert-butyl 4-[8-[(8-fluoro-2-methyl-imidazo[1,2-a]pyridin-6-yl)carbamoyl]quinoxalin-5-yl]-3,6-dihydro-2H-pyridine-1-carboxylate FC=1C=2N(C=C(C1)NC(=O)C=1C=CC(=C3N=CC=NC13)C=1CCN(CC1)C(=O)OC(C)(C)C)C=C(N2)C